C(C)(C)(C)C1=CC=C(C=C1)CCC 1-(4-tert-butyl-phenyl)propane